O[C@H](C)C1=NC2=CC=CC=C2C(N1C1=CC=CC=C1)=O (R)-2-(1-hydroxyethyl)-3-phenylquinazolin-4(3H)-one